3-((2-chloro-5-isocyanatophenyl)ethynyl)-3-fluorooxetane ClC1=C(C=C(C=C1)N=C=O)C#CC1(COC1)F